FC=1C(=NN(C1C)C1=CC=C(C=C1)OC(F)(F)F)N1CC2CCC(C1)N2C(=O)OC(C)(C)C tert-butyl 3-[4-fluoro-5-methyl-1-[4-(trifluoromethoxy)phenyl] pyrazol-3-yl]-3,8-diazabicyclo[3.2.1]octane-8-carboxylate